C(#CC)O[Si](C)(C)C (propynyloxy)trimethyl-silane